(3R)-3-amino-7-(6-tert-butylpyridazin-4-yl)-8-fluoro-1,1-dioxo-5-[[4-[5-(trifluoromethyl)-1,2,4-oxadiazol-3-yl]phenyl]methyl]-2,3-dihydro-1λ6,5-benzothiazepin-4-one N[C@H]1CS(C2=C(N(C1=O)CC1=CC=C(C=C1)C1=NOC(=N1)C(F)(F)F)C=C(C(=C2)F)C2=CN=NC(=C2)C(C)(C)C)(=O)=O